3-hexylnonyl 6-(4-(decyloxy)-4-oxobutyl)(((S)-2,3-dihydroxypropyl)amino)hexanoate C(CCCCCCCCC)OC(CCCCCCCC(C(=O)OCCC(CCCCCC)CCCCCC)NC[C@@H](CO)O)=O